OCC(CCC)(C)SC1C(OC2=C1C=CC=C2)C(C)=O 1-[3-[1-(Hydroxymethyl)-1-methyl-butyl]sulfanyl-2,3-dihydrobenzofuran-2-yl]ethanone